N-(5-chloro-1-((3S,4S)-3-fluoro-1-(oxetane-3-yl)piperidin-4-yl)-1H-pyrazol-4-yl)-4-morpholino-3-(trifluoromethyl)-1H-pyrrolo[2,3-b]pyridine-6-amine ClC1=C(C=NN1[C@@H]1[C@H](CN(CC1)C1COC1)F)NC1=CC(=C2C(=N1)NC=C2C(F)(F)F)N2CCOCC2